CC1=C(C=CC=C1)C(=C)C1=CC=CC=C1 1-methyl-2-(1-phenylvinyl)benzene